NC1CC(OC(C1O)C)OC1C=2C(=C3C(C=4C(=CC=CC4C(C3=C(C2CC(C1)(C(CO)=O)O)O)=O)OC)=O)O 7-(4-amino-5-hydroxy-6-methyloxan-2-yl)oxy-6,9,11-trihydroxy-9-(2-hydroxyacetyl)-4-methoxy-8,10-dihydro-7H-tetracene-5,12-dione